CCCC1CO1 (2S,3S)-(-)-3-propyl ethylene oxide